C(C)C(C(=O)[O-])(CCCC)CC.C(C)C(C(=O)[O-])(CCCC)CC.C(CCC)[Sn+2]CCCC dibutyl-tin di(ethyl-ethyl hexanoate)